8-((3-nitrophenyl)sulfonyl)-3-oxa-8-azabicyclo[3.2.1]octane [N+](=O)([O-])C=1C=C(C=CC1)S(=O)(=O)N1C2COCC1CC2